2-((1-(tert-butoxycarbonyl)piperidin-3-yl)-amino-5-(trifluoromethyl)pyrimidine-4-yl)-1H-pyrrolo[2,3-b]pyridine-7-oxide C(C)(C)(C)OC(=O)N1CC(CCC1)C1=C(C(=NC(=N1)N)C1=CC=2C(=[N+](C=CC2)[O-])N1)C(F)(F)F